2-(4-(5-bromopyridin-2-yl)piperazin-1-yl)acetic acid tert-butyl ester C(C)(C)(C)OC(CN1CCN(CC1)C1=NC=C(C=C1)Br)=O